(S,E)-methyl 7-(1-(2-(2-adamantylamino)-2-oxoethyl)-2-oxo-1,2-dihydropyridin-3-ylamino)-7-oxo-6-((S)-pyrrolidine-3-carboxamido)hept-2-enoate C12C(C3CC(CC(C1)C3)C2)NC(CN2C(C(=CC=C2)NC([C@H](CC/C=C/C(=O)OC)NC(=O)[C@@H]2CNCC2)=O)=O)=O